N1C=NC(=C1)C=1N=CSC1 4-(1H-imidazol-4-yl)thiazole